O=C([C@@H](C)NC(C)=O)N1CCN(CC1)C1=CC(=CC=C1)C(F)(F)F (R,S)-N-(1-oxo-1-(4-(3-(trifluoromethyl)phenyl)piperazin-1-yl)propan-2-yl)acetamide